2-((13-cyclohexyltridecyl)thio)ethyl hydrogen ((((R)-1-(6-amino-9H-purin-9-yl)propan-2-yl)oxy)methyl)phosphonate NC1=C2N=CN(C2=NC=N1)C[C@@H](C)OCP(OCCSCCCCCCCCCCCCCC1CCCCC1)(O)=O